9,9-didodecyl-2,7-dibromofluorene C(CCCCCCCCCCC)C1(C2=CC(=CC=C2C=2C=CC(=CC12)Br)Br)CCCCCCCCCCCC